(S)-4-(7-chloro-2-oxo-3-(pent-3-yl)-5-phenyl-2,3-dihydro-1H-benzo[e][1,4]diazepin-1-yl)butanoic acid ClC1=CC2=C(N(C([C@@H](N=C2C2=CC=CC=C2)C(CC)CC)=O)CCCC(=O)O)C=C1